CC(C1=CC=C(C=C1)C2=CN3C=CC=CC3=N2)C(=O)O The molecule is a monocarboxylic acid that is propionic acid in which one of the hydrogens at position 2 is substituted by a 4-(imidazo[1,2-a]pyridin-2-yl)phenyl group. A non-steroidal anti-inflammatory drug that also exhibits analgesic, antipyretic and platelet aggregation inhibition properties. It has a role as a non-steroidal anti-inflammatory drug, an antipyretic, a non-narcotic analgesic and a platelet aggregation inhibitor. It is an imidazopyridine and a monocarboxylic acid. It derives from a propionic acid.